2-(2-(cyclopropanesulfonamido)thiazol-4-yl)-N-(3'-methoxy-[1,1'-biphenyl]-4-yl)-2-methylpropanamide C1(CC1)S(=O)(=O)NC=1SC=C(N1)C(C(=O)NC1=CC=C(C=C1)C1=CC(=CC=C1)OC)(C)C